quinoline 1-oxide [N+]1(=CC=CC2=CC=CC=C12)[O-]